2-propanyl 6-{(5aR,6R,7R,8aS)-7-hydroxy-6-[(1E)-3-hydroxy-4-phenoxy-1-buten-1-yl]-5,5a,6,7,8,8a-hexahydro-2H-cyclopenta[b]oxepin-3-yl}hexanoate O[C@H]1[C@@H]([C@@H]2[C@@H](OCC(=CC2)CCCCCC(=O)OC(C)C)C1)\C=C\C(COC1=CC=CC=C1)O